4-(2-bromo-5-ethyl-7-oxo-4-(2-oxo-2-((4-(pentafluoro-λ6-sulfanyl)phenyl)amino)ethyl)-4,7-dihydro-[1,2,4]triazolo[1,5-a]pyrimidin-6-yl)-1,4-diazepane-1-carboxylic acid tert-butyl ester C(C)(C)(C)OC(=O)N1CCN(CCC1)C1=C(N(C=2N(C1=O)N=C(N2)Br)CC(NC2=CC=C(C=C2)S(F)(F)(F)(F)F)=O)CC